1-[(5-chloro-2-thienyl)sulfonyl]-N-(2-methyl-5-benzothiazolyl)-4-piperidinecarboxamide ClC1=CC=C(S1)S(=O)(=O)N1CCC(CC1)C(=O)NC=1C=CC2=C(N=C(S2)C)C1